C(CCCC)OCOCCCC(CC(C)[Mg]I)C 6-pentyloxymethoxy-1,3-dimethylhexylmagnesium iodide